(S)-2-(ethyl(methyl)amino)-N-((S)-1-(4-(4-isopropyl-5-(8-methyl-[1,2,4]triazolo[1,5-a]pyridin-6-yl)-1H-pyrazol-3-yl)phenyl)ethyl)-N-methylpropanamide C(C)N([C@H](C(=O)N(C)[C@@H](C)C1=CC=C(C=C1)C1=NNC(=C1C(C)C)C=1C=C(C=2N(C1)N=CN2)C)C)C